BrC=1C(=CC2=C(OC3=C2C=CC(=C3)Cl)C1)F 3-bromo-7-chloro-2-fluorodibenzo[b,d]furan